9-oxo-12-azatricyclo[6.3.1.02,7]dodeca-2,4,6-triene-12-carboxylic acid tert-butyl ester C(C)(C)(C)OC(=O)N1C2C3=CC=CC=C3C1C(CC2)=O